N-(2-methoxyphenyl)-7-(3,3,3-trifluoro-2,2-dihydroxypropanamido)heptanamide COC1=C(C=CC=C1)NC(CCCCCCNC(C(C(F)(F)F)(O)O)=O)=O